2-(3-(3-amino-6-(2-hydroxyphenyl)pyridazin-4-yl)-3,8-diazabicyclo[3.2.1]octan-8-yl)-N-methylacetamide NC=1N=NC(=CC1N1CC2CCC(C1)N2CC(=O)NC)C2=C(C=CC=C2)O